F[C@H]1CN(C[C@@H]1NC1=NC(=CC=C1)C1=CN=C2N1C=CC(=C2)C(NC)=O)C(=O)OC(C)(C)C (3S,4S)-tert-butyl 3-fluoro-4-((6-(7-(methylcarbamoyl)imidazo[1,2-a]pyridin-3-yl)pyridin-2-yl)amino)pyrrolidine-1-carboxylate